(R)-2-((1-(6-chloro-2-(2-methyl-2H-indazol-5-yl)-4-oxo-4H-chromen-8-yl)ethyl)amino)benzoic acid ClC=1C=C2C(C=C(OC2=C(C1)[C@@H](C)NC1=C(C(=O)O)C=CC=C1)C1=CC2=CN(N=C2C=C1)C)=O